OCC(CO)(CO)NC(COCC(=O)ON1C(CCC1=O)=O)=O 2,5-dioxopyrrolidin-1-yl 2-(2-((1,3-dihydroxy-2-(hydroxymethyl)propan-2-yl)amino)-2-oxoethoxy)acetate